C1=CC=CC=2C3=CC=CC=C3C(C12)COC(=O)NCCCC[C@@H](C(=O)N1CC(C1)NC)NC(OCC1C2=CC=CC=C2C=2C=CC=CC12)=O (9H-fluoren-9-yl)methyl {(2S)-6-({[(9H-fluoren-9-yl)methoxy]carbonyl}amino)-1-[3-(methylamino)azetidine-1-yl]-1-oxohexane-2-yl}carbamate